((5-fluoropyridin-2-yl)methyl)-3-(2-(oxetan-3-yl)ethyl)naphthalene-1,4-dione FC=1C=CC(=NC1)CC=1C(C2=CC=CC=C2C(C1CCC1COC1)=O)=O